SC=1C=C(C=CC1)C=1OC2=C(N1)C=C(C=C2)S 2-(3-mercaptophenyl)-5-mercaptobenzooxazole